C(C)(C)C1CC=C(C1)CC[13CH]=O 3-(4-isopropylcyclopent-1-en-1-yl)propanal-13C